N-(4-(4-cyclopropylpiperazin-1-yl)phenyl)-4-((8-methyl-2,3-dihydro-1H-pyrido[2,3-b][1,4]oxazin-7-yl)amino)-2-oxo-1,2-dihydropyridine-3-carboxamide C1(CC1)N1CCN(CC1)C1=CC=C(C=C1)NC(=O)C=1C(NC=CC1NC1=C(C2=C(OCCN2)N=C1)C)=O